CN1N=C2C(NC(C(=C2N[C@@H](CC)C2=NC=CC=N2)C2=NC3=C(N2)C=C(C=C3)N3CCOCC3)=O)=C1 (S)-2-methyl-6-(6-morpholino-1H-benzo[d]imidazol-2-yl)-7-((1-(pyrimidin-2-yl)propyl)amino)-2H-pyrazolo[4,3-b]pyridin-5(4H)-one